BrC1=NC=CC=C1C(C=1C(=NN(C1)CC)C#N)O 4-((2-bromopyridin-3-yl)(hydroxy)methyl)-1-ethyl-1H-pyrazole-3-carbonitrile